N,N'-bis(phenoxy-carbonyl)lysine phenyl ester C1(=CC=CC=C1)OC([C@@H](NC(=O)OC1=CC=CC=C1)CCCCNC(=O)OC1=CC=CC=C1)=O